COC(=O)C1C2CC2CCC1 bicyclo[4.1.0]heptane-2-carboxylic acid methyl ester